(4R)-4-[3-[7-[[6-(difluoromethoxy)-3-pyridinyl]methyl]-2-azaspiro[3.5]nonan-2-yl]-3-oxo-propyl]oxazolidin-2-one sodium N-[(2-hydroxy-5-nonylphenyl)methyl]-N-methylaminoacetate OC1=C(C=C(C=C1)CCCCCCCCC)CN(C)CC(=O)[O-].[Na+].FC(OC1=CC=C(C=N1)CC1CCC2(CN(C2)C(CC[C@H]2NC(OC2)=O)=O)CC1)F